ClC1=C(NC(C2=CC=CC=C12)=O)C1=CC=CC=C1 4-chloro-3-phenylisoquinolin-1(2H)-one